NC1=NC(=C2N=CN(C2=N1)[C@@H]1O[C@@]([C@H](C1)O)(CO)CC)O 2-amino-9-((2R,4S,5R)-5-ethyl-4-hydroxy-5-(hydroxymethyl)tetrahydrofuran-2-yl)-9H-purin-6-ol